4-(benzyloxy)-5-chloro-7-nitroquinoline C(C1=CC=CC=C1)OC1=CC=NC2=CC(=CC(=C12)Cl)[N+](=O)[O-]